N-(3,3-dimethylcyclopentyl)-6-methyl-2-(morpholin-4-yl)pyrimidin-4-amine CC1(CC(CC1)NC1=NC(=NC(=C1)C)N1CCOCC1)C